CN(C(C(C)OC1=CC=C2C(=CC(OC2=C1)=O)C1=C(C=CC=C1)C)=O)C N,N-Dimethyl-2-[4-(o-tolyl)-2-oxo-chromen-7-yl]oxy-propanamid